NC1=NN(C=C1C=1C=C(C(=O)OCC)C=CC1Cl)C ethyl 3-(3-amino-1-methyl-1H-pyrazol-4-yl)-4-chlorobenzoate